C(CCCCCCCCCCCCCCCCC)OC(C(C)C1=CC(=C(C(=C1)C(C)(C)C)O)C(C)(C)C)=O (4-hydroxy-3,5-di-t-butylphenyl)propionic acid stearyl ester